C(C)(C)(C)OC(=O)N1CCC2(CCN(C2)C2=NC=C(C(=N2)C(F)(F)F)C)CC1.CC1=C(C(=O)N)C(=CC(=C1)C)C 2,4,6-trimethyl-benzamide tert-butyl-2-(5-methyl-4-(trifluoromethyl)pyrimidin-2-yl)-2,8-diazaspiro[4.5]decane-8-carboxylate